(E)-N-[1-(2-nitrophenyl)-1H-pyrrole-2-yl-allylideneamino]-guanidine [N+](=O)([O-])C1=C(C=CC=C1)N1C(=CC=C1)C=CC=NN\C(=N\[H])\N